N-(3-acrylamido-5-((1s,3s)-3-methyl-1-(4-methyl-4H-1,2,4-triazol-3-yl)cyclobutyl)phenyl)-2-oxo-1-(2,2,2-trifluoroethyl)-1,2-dihydropyridine-3-carboxamide C(C=C)(=O)NC=1C=C(C=C(C1)C1(CC(C1)C)C1=NN=CN1C)NC(=O)C=1C(N(C=CC1)CC(F)(F)F)=O